N-(4-cyclopropyl-2-fluorophenyl)-N-(2-((4,4-difluorocyclohexyl)amino)-2-oxo-1-(4-(trifluoromethyl)pyridin-3-yl)ethyl)-1H-imidazole-5-carboxamide C1(CC1)C1=CC(=C(C=C1)N(C(=O)C1=CN=CN1)C(C(=O)NC1CCC(CC1)(F)F)C=1C=NC=CC1C(F)(F)F)F